C1(=CC=CC=C1)C(C#CC1=CC=C(C=C1)C)NC1=NC=CC=C1 N-(1-phenyl-3-(p-tolyl)prop-2-yn-1-yl)pyridin-2-amine